1-[2-[4-(2-chlorophenyl)-2-oxo-chromen-7-yl]oxypropanoyl]piperidine-3-carboxylic acid ClC1=C(C=CC=C1)C1=CC(OC2=CC(=CC=C12)OC(C(=O)N1CC(CCC1)C(=O)O)C)=O